tert-Butyl 2-(pyridin-2-yldisulfanyl)ethylcarbamate N1=C(C=CC=C1)SSCCNC(OC(C)(C)C)=O